C(C)C1=NC=C2C(=N1)N(N=C2)C 6-Ethyl-1-methyl-1H-pyrazolo[3,4-d]pyrimidin